1-[4-[5-Amino-1-[4-(trifluoromethoxy)phenyl]-1,2,4-triazol-3-yl]phenyl]ethanone NC1=NC(=NN1C1=CC=C(C=C1)OC(F)(F)F)C1=CC=C(C=C1)C(C)=O